NCC1=C(C=C(C=C1)B(O)O)F (4-(aminomethyl)-3-fluorophenyl)boronic acid